ClC1=CC=C(C(=N1)C(=O)OC(C)(C)C)\C=C\CCCOS(=O)(=O)C1=CC=C(C)C=C1 tert-butyl (E)-6-chloro-3-(5-(tosyloxy)pent-1-en-1-yl)picolinate